FC1=CC=C(C=C1)NC=1N=CC2=C(N1)N1C(C(=C2)C=2C=C(C=CC2C)NC(C2=NC=CC(=C2)C(F)(F)F)=O)=NCC1 N-(3-(2-((4-fluorophenyl)amino)-8,9-dihydroimidazo[1',2':1,6]pyrido[2,3-d]pyrimidin-6-yl)-4-methylphenyl)-4-(trifluoromethyl)picolinamide